C[C@@]1([C@@H]([C@@H]([C@H](O1)CO)O)O)C2=CNC(=O)NC2=O methylpseudouridine